BrC1=C(C=CC2=C1C=C(O2)C(=O)O)N2CCN(CC2)CC2=C(C=CC(=C2)Cl)Cl 4-bromo-5-[4-(2,5-dichloro-benzyl)-piperazin-1-yl]-benzofuran-2-carboxylic acid